ClC1=NC(=C(C(=N1)N1CC=2C=C(C=NC2CC1)C=1C(=NN(C1)C)C)C)C 6-(2-Chloro-5,6-dimethylpyrimidin-4-yl)-3-(1,3-dimethyl-1H-pyrazol-4-yl)-5,6,7,8-tetrahydro-1,6-naphthyridine